Tert-butyl N-[[3-chloro-4-(prop-1-en-2-yl)phenyl]methyl]carbamate ClC=1C=C(C=CC1C(=C)C)CNC(OC(C)(C)C)=O